6-(4-(5'-(4-chloro-3-fluorophenyl)-5',6'-dihydrospiro[cyclobutane-1,7'-pyrrolo[2,3-b]pyrazine]-2'-carbonyl)-3,3-dimethylpiperazin-1-yl)-2,4-dimethylnicotinic acid methyl ester COC(C1=C(N=C(C=C1C)N1CC(N(CC1)C(=O)C=1N=C2C(=NC1)N(CC21CCC1)C1=CC(=C(C=C1)Cl)F)(C)C)C)=O